C(C)C1=CC=C(C(=O)N2CCN(CC2)CC(=O)N2CCCC23C(NC2=CC=CC=C2C3)=O)C=C1 1-(2-(4-(4-ethylbenzoyl)piperazin-1-yl)acetyl)-1',4'-dihydro-2'H-spiro[pyrrolidine-2,3'-quinolin]-2'-one